6-Chloro-7-(6-((4-methyl-1,4-diazepan-1-yl)sulfonyl)-1H-benzo[d]imidazol-2-yl)quinoline ClC=1C=C2C=CC=NC2=CC1C1=NC2=C(N1)C=C(C=C2)S(=O)(=O)N2CCN(CCC2)C